CC(=CC(=O)OCCCCCCCCO)C 1,8-octanediol di(methyl)acrylate